CC1(OB(OC1(C)C)C1=CC(=CC2=C1OC1=C2C=CC=C1)C)C 4,4,5,5-tetramethyl-2-(2-methyldibenzo[b,d]furan-4-yl)-1,3,2-dioxaborolan